1,6-bis-(trichlorosilyl)hexane Cl[Si](CCCCCC[Si](Cl)(Cl)Cl)(Cl)Cl